5-vinyl-4H-isoxazole-5-Carboxamide C(=C)C1(CC=NO1)C(=O)N